ClCC1=CC=C(C=C1)C1=CC=C(C=C1)CCl 4,4'-dichloromethylbiphenyl